C(#C)C1=CC(=C(C=N1)C1=C(C2=C(N=CN=C2N)N1C)C1=NC=C(C=C1F)OC1=NC=CC(=N1)C)OC 6-(6-ethynyl-4-methoxypyridin-3-yl)-5-(3-fluoro-5-((4-methylpyrimidin-2-yl)oxy)pyridin-2-yl)-7-methyl-7H-pyrrolo[2,3-d]pyrimidin-4-amine